(S)-2-amino-N-(5-bromo-2-fluorophenyl)-3-hydroxy-N-methylpropionamide N[C@H](C(=O)N(C)C1=C(C=CC(=C1)Br)F)CO